Br(=O)(=O)(=O)[O-].[Cd+2].Br(=O)(=O)(=O)[O-] cadmium perbromate